FC1=CC=C(C=C1)NC(=O)C1=NC=CC=C1 N-(4-fluorophenyl)pyridinecarboxamide